C(C)(=O)OC(C(=O)OC(C(CCSC)OC(C)=O)=O)CCSC 2-acetoxy-4-(methylthio)butyric anhydride